N[C@H](C(=O)O)CC(=O)O.N[C@H](C(=O)O)CCCN (S)-2,5-diaminopentanoic acid (S)-2-aminosuccinate